6-(3-amino-5-fluoro-6-(4-morpholino-3-(pyrrolidin-1-ylmethyl)phenyl)pyrazin-2-yl)isoquinolin-1(2H)-one NC=1C(=NC(=C(N1)F)C1=CC(=C(C=C1)N1CCOCC1)CN1CCCC1)C=1C=C2C=CNC(C2=CC1)=O